CC([C@@H](C(=O)N1[C@@H](C[C@H](C1)O)C(=O)N[C@@H](C)C1=CC=C(C=C1)C1=C(N=CS1)C)N1C(C2=CC=CC(=C2C1)OC1CCNCC1)=O)(C)C (2S,4R)-1-((S)-3,3-dimethyl-2-(1-oxo-4-(piperidin-4-yloxy)isoindoline-2-yl)butyryl)-4-hydroxy-N-((S)-1-(4-(4-methylthiazol-5-yl)phenyl)ethyl)pyrrolidine-2-carboxamide